1-(6-(1H-1,2,3-triazol-5-yl)pyridin-3-yl)piperazine N1N=NC=C1C1=CC=C(C=N1)N1CCNCC1